FC1=CC(=CNC1=O)C1=CC=C(C=C1)[C@@H](CCO)NC(OC(C)(C)C)=O (R)-tert-butyl (1-(4-(5-fluoro-6-oxo-1,6-dihydropyridin-3-yl)phenyl)-3-hydroxypropyl)carbamate